OB(C1=CC=C(C=C1)CN1C=NC2=C1C=CC(=C2)C(=O)O)O 1-((4-(dihydroxy-boranyl)phenyl)methyl)-1,3-benzodiazole-5-carboxylic acid